(R)-3-(6-fluoro-2-(hydroxymethyl)-4-carbonylquinolin-1(4H)-yl)pyrrolidine-1-carboxylic acid tert-butyl ester C(C)(C)(C)OC(=O)N1C[C@@H](CC1)N1C(=CC(C2=CC(=CC=C12)F)=C=O)CO